FC1=C(C(=CC=C1)F)C1=CC(=CC2=C1C(=NO2)N2C(N1[C@H](C2)C[C@@H](C1)NS(=O)(=O)CC)=O)F N-{(6S,7aS)-2-[4-(2,6-difluorophenyl)-6-fluoro-1,2-benzoxazol-3-yl]-3-oxohexahydro-1H-pyrrolo[1,2-c]imidazol-6-yl}ethanesulfonamide